Cl.COC1=NC=CC(=C1)C1=C2CCO[C@H](C2=CC=C1)CNC (R)-1-(5-(2-methoxypyridin-4-yl)isochroman-1-yl)-N-methylmethanamine hydrochloride